FC=1C(=CC2=C(OCO2)C1C=1CC[C@H](NCC1)C)NC1=NC(=CC(=N1)NC)C |o1:13| N2-[6-fluoro-7-[rel-(2R)-2-methyl-2,3,4,7-tetrahydro-1H-azepin-5-yl]-1,3-benzodioxol-5-yl]-N4,6-dimethyl-pyrimidine-2,4-diamine